FC=1C(=NC(N(C1)[C@@H]1O[C@@H]([C@@H]([C@H]1CC(=O)[O-])CC(=O)[O-])C)=O)NC(CCCCCCC)=O (2R,3R,4R,5R)-2-(5-Fluoro-4-octanamido-2-oxopyrimidine-1(2H)-yl)-5-methyl-tetrahydrofuran-3,4-diyl-diacetate